COC1=C(C=CC2=CC(=CC=C12)OC)OCCCCC1=C2C(NC(C2=C2C(=C1)C=C(C=C2)CCCCOC2=C(C1=CC=C(C=C1C=C2)OC)OC)=N)=N 4,7-bis(4-((1,6-dimethoxynaphthalen-2-yl)oxy)butyl)-1,3-diiminobenzisoindoline